N-Ethyl-5-fluoro-N-isopropyl-2-((4-((S)-3-(((trans-4-(methylsulfonamido)cyclohexyl)methyl)amino)pyrrolidin-1-yl)pyrimidin-5-yl)oxy)benzamide C(C)N(C(C1=C(C=CC(=C1)F)OC=1C(=NC=NC1)N1C[C@H](CC1)NC[C@@H]1CC[C@H](CC1)NS(=O)(=O)C)=O)C(C)C